2-(2,6-dioxopiperidin-3-yl)-5-((2-(2-(4-(6-(6-((R)-2-(3-fluorophenyl)pyrrolidin-1-yl)imidazo[1,2-b]pyridazin-3-yl)pyridin-2-yl)piperazin-1-yl)ethoxy)ethyl)amino)isoindoline-1,3-dione O=C1NC(CCC1N1C(C2=CC=C(C=C2C1=O)NCCOCCN1CCN(CC1)C1=NC(=CC=C1)C1=CN=C2N1N=C(C=C2)N2[C@H](CCC2)C2=CC(=CC=C2)F)=O)=O